1-methyl-1H-indazole-5-ol CN1N=CC2=CC(=CC=C12)O